O1CCC2=C1C=CC(=C2)S(=O)(=O)N2CCC(CC2)C=2N=CC=1N(C2)C=CN1 6-(1-((2,3-dihydrobenzofuran-5-yl)sulfonyl)piperidin-4-yl)imidazo[1,2-a]pyrazine